5-(5-pyridyl)-1,3,4-thiadiazole-2(3H)-thione N1=CC=CC(=C1)C1=NNC(S1)=S